NC(C(=O)[O-])CCN 2,4-diaminobutyrate